5-ethoxy-N'-hydroxy-6-methoxy-pyridine-2-carboxamidine C(C)OC=1C=CC(=NC1OC)C(=NO)N